1H-imidazo[4,5-f][1,10]Phenanthroline N1C=NC2=C3C=CC=NC3=C3N=CC=CC3=C21